C(=O)OCC1CC2CN3C1C(C=1N(C4=CC=C(C=C4C1CC3)OC)C)C2 racemic-(2-methoxy-5-methyl-6,6a,7,8,9,10,12,13-octahydro-5H-6,9-methanopyrido[1',2':1,2]azepino[4,5-b]indol-7-yl)methanol formate